COC(=O)[C@@H]1CC[C@H]2N1C([C@H](CCCCC2)NC(=O)OC(C)(C)C)=O.OC=2C(=CC1=CC=CC=C1C2)C(=O)NN=C(CCC)C 3-hydroxy-N'-(1-methylbutylidene)-2-naphthoyl-hydrazine methyl-(3S,6S,11aS)-6-((tert-butoxycarbonyl)amino)-5-oxodecahydro-1H-pyrrolo[1,2-a]azonine-3-carboxylate